O=C1NC(CCC1NC=1C=CC(=C(C1)N1CCN(CC1)C(=O)OC(C)(C)C)F)=O tert-butyl 4-(5-((2,6-dioxopiperidin-3-yl)amino)-2-fluorophenyl)piperazine-1-carboxylate